N1=NCCCC1 3,4,5,6-tetrahydropyridazine